CCCCC/C=C\\C/C=C\\[C@@H]([C@@H]1[C@@H](O1)C/C=C\\CCCC(=O)O)O The molecule is an epoxy(hydroxy)icosatrienoic acid that is the (8S,9S)-epoxy-(10R)-hydroxy derivative of icosa-(5Z,11Z,14Z)-trienoic acid. It is a conjugate acid of an (8S,9S)-epoxy-(10R)-hydroxyicosa-(5Z,11Z,14Z)-trienoate.